TrimethylAmine CN(C)C